2-(2,6-dioxopyridin-3-yl)-5-(piperazine-1-yl)isoindole-1,3-dione hydrochloride Cl.O=C1NC(C=CC1N1C(C2=CC=C(C=C2C1=O)N1CCNCC1)=O)=O